BrC=1C(=C(C=CC1)[C@H](C(=O)O)O)F |r| racemic-2-(3-bromo-2-fluorophenyl)-2-hydroxyacetic acid